N[C@@H](CCCNC(N)=N)C(=O)N1[C@@H](CCC1)C(=O)O L-arginyl-L-proline